1-(5-chloroindolin-1-yl)-2-(2-(phenoxymethyl)thiazol-4-yl)ethan-1-one tert-butyl-(2-fluoro-5-methoxy-4-(1-oxo-1-((2,2,2-trifluoroethyl)amino)propan-2-yl)phenyl)carbamate C(C)(C)(C)N(C(O)=O)C1=C(C=C(C(=C1)OC)C(C(NCC(F)(F)F)=O)C)F.ClC=1C=C2CCN(C2=CC1)C(CC=1N=C(SC1)COC1=CC=CC=C1)=O